NC1(CCN(CC1)C(=O)OC(C)(C)C)C(=O)O 4-amino-1-tert-butoxycarbonylpiperidine-4-carboxylic acid